5-[(5-chloropyrimidin-2-yl)methyl]-4-(3,4-difluorophenyl)pyrimidine-2-carbonitrile ClC=1C=NC(=NC1)CC=1C(=NC(=NC1)C#N)C1=CC(=C(C=C1)F)F